[B].[Sn].[Ge].[Si] Silicon germanium tin boron